C1(CC1)C1=NC=NC(=C1C1=NC(=C2N(C(=NC2=N1)C)C1OCCCC1)S(=O)(=O)C)OC 2-(4-cyclopropyl-6-methoxypyrimidin-5-yl)-8-methyl-6-(methylsulfonyl)-7-(tetrahydro-2H-pyran-2-yl)-7H-purine